ClC1=CC=C2C(=NC(N(C2=C1)C=1C=C(C=CC1)CC(=O)O)=O)NC 2-(3-(7-chloro-4-(methylamino)-2-oxoquinazolin-1(2H)-yl)phenyl)acetic acid